CCC(CC(=O)O[C@H](CC(=O)[O-])C[N+](C)(C)C)O 3-hydroxyvalerylcarnitine